2-(methoxycarbonyl)-3-methyl-5-(trifluoromethyl)pyridine 1-oxide COC(=O)C1=[N+](C=C(C=C1C)C(F)(F)F)[O-]